(1S,12S,14R)-9-methoxy-4-methyl-11-oxa-4-azatetracyclo[8.6.1.01,12.06,17]heptadeca-6(17),7,9,15-tetraen-14-ol COC=1C=CC=2CN(CC[C@]34[C@@H](OC1C42)C[C@H](C=C3)O)C